C12OCC(N(C1)C(CC1=C(C=3C=4CCCOC4C(=C(C3OC1=O)C=O)O)C)=O)C2 2-(2-(2-oxa-5-azabicyclo[2.2.1]heptan-5-yl)-2-oxoethyl)-6-hydroxy-1-methyl-3-oxo-3,8,9,10-tetrahydropyrano[3,2-f]chromen-5-carbaldehyde